1-(3-iodopyrazin-2-yl)ethanol IC=1C(=NC=CN1)C(C)O